(4R)-4-Amino-1-[4-[4-[6-[difluoro(phenyl)methyl]-2-methyl-pyrimidin-4-yl]piperazin-1-yl]sulfonylphenyl]pyrrolidin-2-one N[C@@H]1CC(N(C1)C1=CC=C(C=C1)S(=O)(=O)N1CCN(CC1)C1=NC(=NC(=C1)C(C1=CC=CC=C1)(F)F)C)=O